Diethyl Malonate (diethyl propanedioate) C(C)C(C(=O)O)(C(=O)O)CC.C(CC(=O)OCC)(=O)OCC